methyl (4-((1-(5-bromopyridin-2-yl)-2-phenylethyl)carbamoyl)phenyl)carbamate BrC=1C=CC(=NC1)C(CC1=CC=CC=C1)NC(=O)C1=CC=C(C=C1)NC(OC)=O